7'-((7H-pyrrolo[2,3-d]pyrimidin-4-yl)amino)-5'-chlorospiro[cyclobutane-1,2'-pyrido[2,1-f][1,2,4]triazine]-4',8'(1'H,3'H)-dione hydrochloride Cl.N1=CN=C(C2=C1NC=C2)NC2=CC(=C1C(NC3(NN1C2=O)CCC3)=O)Cl